4,5-dichloro-N-(5-cyclopropylpyridin-3-yl)-2-(4-(trifluoromethoxy)phenoxy)benzamide ClC1=CC(=C(C(=O)NC=2C=NC=C(C2)C2CC2)C=C1Cl)OC1=CC=C(C=C1)OC(F)(F)F